6-fluoro-1'-(2-{1-[(cis)-3-hydroxy-3-methylcyclobutyl]-7-(trifluoromethyl)-1H-1,3-benzimidazol-5-yloxy}ethyl)-1H-spiro[3,1-benzoxazine-4,4'-piperidin]-2-one FC=1C=CC2=C(C1)C1(CCN(CC1)CCOC1=CC3=C(N(C=N3)C3CC(C3)(C)O)C(=C1)C(F)(F)F)OC(N2)=O